1-(((S)-oxetan-2-yl)Methyl)-1H-benzo[d]imidazole-6-carboxylic acid methyl ester COC(=O)C=1C=CC2=C(N(C=N2)C[C@H]2OCC2)C1